NC1=NC=CC2=C1C(=NN2[C@H]2C[C@@H](N(C2)C(C=C)=O)COC)C#CC2=C(C1=C(N(C=N1)C)C=C2F)F 1-((2R,4S)-4-(4-amino-3-((4,6-difluoro-1-methyl-1H-benzo[d]imidazol-5-yl)ethynyl)-1H-pyrazolo[4,3-c]pyridin-1-yl)-2-(methoxymethyl)pyrrolidin-1-yl)prop-2-en-1-one